CCOC(CCCCC)=O.[Na].C1(=CC=CC=C1)[Si](OCOC)(OCOC)OCOC phenyltri(methoxymethoxy)silane Natrium (2-Ethyl)hexanoat